5,6-dihydroDicyclopentadiene C1CC2CC1C3C2C=CC3